NC(CSC1=C(C(=C(C(=N1)SC(C(=O)N)C1=CC=CC=C1)C#N)CC)C#N)=O 2-((6-((2-amino-2-oxoethyl)thio)-3,5-dicyano-4-ethylpyridin-2-yl)thio)-2-phenylacetamide